(7-methanesulfonyl-2-morpholin-4-yl-6,7-dihydro-5H-pyrrolo[2,3-d]pyrimidin-4-yl)-pyrimidin-2-yl-amine CS(=O)(=O)N1CCC2=C1N=C(N=C2NC2=NC=CC=N2)N2CCOCC2